CN(C)\C=N\C(CNC(OC(C)(C)C)=O)=O tert-butyl (E)-(2-(((dimethylamino)methylene)amino)-2-oxoethyl)carbamate